ClC1=C(C(C2=CC=CC=C2C1=O)=O)NCC1=CC=C(C(=O)NC=2C=NC3=CC=CC=C3C2)C=C1 4-((3-chloro-1,4-dioxo-1,4-dihydronaphthalen-2-ylamino)methyl)-N-(quinolin-3-yl)benzamide